6-chloro-N-(4-fluoro-3-methylphenyl)-5-(2-((1-(hydroxymethyl)cyclopropyl)amino)-2-oxoacetyl)-2,3-dihydro-1H-pyrrolizine-7-carboxamide ClC1=C(N2CCCC2=C1C(=O)NC1=CC(=C(C=C1)F)C)C(C(=O)NC1(CC1)CO)=O